methyl-2-(phenyl-sulfomethyl)-5-hydroxy-6-bromo-1H-indole-3-carboxylic acid ethyl ester Hydrochloride Cl.C(C)OC(=O)C1=C(N(C2=CC(=C(C=C12)O)Br)C)C(S(=O)(=O)O)C1=CC=CC=C1